rac-(1S,2S)-2-(3-chlorophenyl)-N-(1H-pyrazol-4-yl)cyclopropane-1-carboxamide ClC=1C=C(C=CC1)[C@@H]1[C@H](C1)C(=O)NC=1C=NNC1 |r|